1-methoxy-9-(naphthalen-1-yl)-10-phenylacridine bromide [Br-].COC1=CC=CC=2N(C3=CC=CC=C3C(C12)C1=CC=CC2=CC=CC=C12)C1=CC=CC=C1